FC1=CC=C(C=C1)C=1N=C(NC1C1=CC=NC=C1)C1=CC=C(C=C1)[N+](=O)[O-] 4-(4-fluorophenyl)-2-(4-nitrophenyl)-5-(4-pyridinyl)-1H-imidazole